trans-(4R)-4-[3-oxo-3-[3-[6-[4-(trifluoromethyl)cyclohexyl]-3-pyridinyl]azetidin-1-yl]propyl]oxazolidin-2-one O=C(CC[C@H]1NC(OC1)=O)N1CC(C1)C=1C=NC(=CC1)[C@@H]1CC[C@H](CC1)C(F)(F)F